5-chloro-3-cyclopropyl-N-(4-(trifluoromethyl)phenyl)pyridineamide ClC=1C=C(C(=NC1)C(=O)NC1=CC=C(C=C1)C(F)(F)F)C1CC1